C(C)(C)(C)C=1C=C2C3=CC=CC4=C(C=CC(C=5C=C(C=C(C1)C25)C(C)(C)C)=C43)CCCC(=O)O 4-(8,11-di-tert-butylperylene-3-yl)butyric acid